C(#N)C1=C(OC2=CC=C3N=CC(=NC3=C2)OC2CC3(CN(C3)C(=O)[O-])C2)C(=CC=C1F)F 6-[7-(2-cyano-3,6-difluoro-phenoxy)quinoxalin-2-yl]oxy-2-azaspiro[3.3]heptane-2-carboxylate